ONC(CCCCCCNC(C1=CC=C(C=C1)N(C)C)=O)=O N-Hydroxy-7-(4-DimethylaMinobenzoyl)Aminoheptanamide